1-(3-(7-(trifluoromethyl)-3-(4-(trifluoromethyl)phenyl)-1H-indazol-1-yl)pyrrolidin-1-yl)-prop-2-en-1-one FC(C=1C=CC=C2C(=NN(C12)C1CN(CC1)C(C=C)=O)C1=CC=C(C=C1)C(F)(F)F)(F)F